4-[[5-[(5-ethynyl-3-fluoro-2-pyridyl)amino]-4-methyl-3-pyridyl]methyl]-3-fluoro-pyridin-2-amine C(#C)C=1C=C(C(=NC1)NC=1C(=C(C=NC1)CC1=C(C(=NC=C1)N)F)C)F